C(CCCCCCC)(=O)[O-].C(CCCCCCC)(=O)[O-].[Na+].[Na+] sodium dicaprylate